CC1=NNC(=C1C=1C=NN2C1C=C(C=C2)C2=CC=C(O2)C(=O)OC)C methyl 5-[3-(3,5-dimethyl-1H-pyrazol-4-yl) pyrazolo[1,5-a]pyridin-5-yl]furan-2-carboxylate